(S)-ethyl 8-(2-amino-6-((R)-1-(5-(3-ethoxy-3-oxopropyl)-2-(3-methyl-1H-pyrazol-1-yl)phenyl)-2,2,2-trifluoroethoxy)pyrimidin-4-yl)-2,8-diazaspiro[4.5]decane-3-carboxylate NC1=NC(=CC(=N1)N1CCC2(C[C@H](NC2)C(=O)OCC)CC1)O[C@@H](C(F)(F)F)C1=C(C=CC(=C1)CCC(=O)OCC)N1N=C(C=C1)C